3-(2-hydroxypropyl)-7-methyl-8-(4-((4-methylbenzyl)oxy)-3-(trifluoromethoxy)phenyl)-3,7-dihydro-1H-purine-2,6-dione OC(CN1C(NC(C=2N(C(=NC12)C1=CC(=C(C=C1)OCC1=CC=C(C=C1)C)OC(F)(F)F)C)=O)=O)C